(4R)-4-[3-Oxo-3-[3-[4-[3-(trifluoromethyl)pyrrolidin-1-yl]phenyl]azetidin-1-yl]propyl]oxazolidin-2-one O=C(CC[C@H]1NC(OC1)=O)N1CC(C1)C1=CC=C(C=C1)N1CC(CC1)C(F)(F)F